7-(2-((1-(2-(dimethylamino)ethyl)-3-methyl-1H-pyrazol-4-yl)amino)-5-(trifluoromethyl)pyrimidin-4-yl)-4-methyl-3,4-dihydrothieno[2,3-f][1,4]thiazepin-5(2H)-one 1,1-dioxide CN(CCN1N=C(C(=C1)NC1=NC=C(C(=N1)C1=CC2=C(C(N(CCS2(=O)=O)C)=O)S1)C(F)(F)F)C)C